(1S,2S)-2-(5-chloro-3-pyridyl)cyclopropanecarboxylic acid ClC=1C=C(C=NC1)[C@@H]1[C@H](C1)C(=O)O